cis-N-methyl-4-(3,4-dichlorophenyl)-1,2,3,4-tetrahydro-1-naphthalenamine CN[C@@H]1CC[C@@H](C2=CC=CC=C12)C1=CC(=C(C=C1)Cl)Cl